CC1([C@H]2CC=C([C@@H]1C2)CNO)C N-(((1R,5S)-6,6-dimethylbicyclo[3.1.1]hept-2-en-2-yl)methyl)hydroxylamine